B1(OCC2=C1C=CC=C2)OCCNCCNCCOB2OCC1=C2C=CC=C1 N1,N2-bis(2-(benzo[c][1,2]oxaborol-1(3H)-yloxy)ethyl)ethane-1,2-diamine